ClC1=C(OCC=2C=C(C=CC2)C2CN(CC2)CC2=NC3=C(N2C[C@H]2OCC2)C=C(C=C3)C(=O)O)C=CC(=C1)Cl 2-[(3-{3-[(2,4-dichlorophenoxy)methyl]phenyl}pyrrolidin-1-yl)methyl]-1-{[(2S)-oxetan-2-yl]methyl}-1H-1,3-benzodiazole-6-carboxylic acid